C1(=C(C=CC=C1)C=1C=C(C(=O)O)C=CN1)C 2-(o-tolyl)isonicotinic acid